(E)-3-(4-chloro-2-fluorophenyl)-N-((2S)-3-cyclopropyl-1-oxo-1-((1-oxo-3-((S)-2-oxopyrrolidin-3-yl)propan-2-yl)amino)propan-2-yl)acrylamide ClC1=CC(=C(C=C1)/C=C/C(=O)N[C@H](C(NC(C=O)C[C@H]1C(NCC1)=O)=O)CC1CC1)F